ClC1=NC=C2N(C(N(C2=N1)C12CC(C1)(C2)C#N)=O)C 3-(2-chloro-7-methyl-8-oxo-7,8-dihydro-9H-purin-9-yl)bicyclo[1.1.1]pentane-1-carbonitrile